FC=1C=CC(=NC1)N1C(C(=CC=C1)C(=O)O)=O 5'-fluoro-2-oxo-2H-[1,2'-bipyridine]-3-carboxylic acid